CC1=CC(=NN1C1=CC=C(C=C1)OC(F)(F)F)N1CC2COCC(C1)N2CCN2CCOCC2 7-[5-methyl-1-[4-(trifluoromethoxy)phenyl]pyrazol-3-yl]-9-(2-morpholinoethyl)-3-oxa-7,9-diazabicyclo[3.3.1]nonane